FC(OC=1C(=NC=NC1N1CCOCC1)NC1=NNC2=CC(=CC=C12)[C@@H]1C[C@@]12C(NC1=CC=C(C=C21)OC)=O)F (1R,2S)-2-(3-{[5-(difluoromethoxy)-6-(morpholin-4-yl)pyrimidin-4-yl]amino}-1H-indazol-6-yl)-5'-methoxyspiro[cyclopropan-1,3'-indol]-2'(1'H)-one